2,4,6-trimethylbenzoyl-diphenylphosphine oxide potassium salt [K].CC1=C(C(=O)P(C2=CC=CC=C2)(C2=CC=CC=C2)=O)C(=CC(=C1)C)C